2-chloro-5-nitropyrimidin 2-(p-isopropyl-phenoxy)-ethyl-methacrylate C(C)(C)C1=CC=C(OCCOC(C(=C)C)=O)C=C1.ClC1=NC=C(C=N1)[N+](=O)[O-]